α,α,α',α',4,5-hexabromo-o-xylene C1=C(C(=CC(=C1Br)Br)C(Br)Br)C(Br)Br